C(C)OC(=O)C1(C2=CC(=CC=C2C=2C=C(C=C(C12)C)C)C)NC1=C(C=CC(=C1)C(F)(F)F)F 9-(2-fluoro-5-trifluoromethylanilino)-1,3,7-trimethylfluorene-9-carboxylic acid ethyl ester